(2RS)-2-[1-oxo-6-[2-[4-(piperazin-1-ylmethyl)phenyl]ethynyl]isoindolin-2-yl]-2-phenyl-N-thiazol-2-yl-acetamide hydrochloride Cl.O=C1N(CC2=CC=C(C=C12)C#CC1=CC=C(C=C1)CN1CCNCC1)[C@@H](C(=O)NC=1SC=CN1)C1=CC=CC=C1 |r|